CC1=C(C(=O)O)C=C(C(=N1)NC1=CC=C(C=C1)OC)N methyl-5-amino-6-((4-methoxyphenyl)amino)nicotinic acid